O[C@@H]1[C@]2(C)[C@@H](CC1)[C@@H]1CC[C@H]3CC(CC[C@]3(C)[C@H]1CC2)=O (5α,17β)-17-hydroxyandrostan-3-one